NC1C2=CC(=C(C=C2CC12CCN(CC2)C2=NC(=C(N=C2)SC2=C(C(=NC=C2)N)Cl)N)F)O 1-amino-1'-(6-amino-5-((2-amino-3-chloropyridin-4-yl)thio)pyrazin-2-yl)-5-fluoro-1,3-dihydrospiro[indene-2,4'-piperidin]-6-ol